FC1=CC=C(C=C1)[C@@H](CO)NC1=CC(=NC=C1C1=NC(=NO1)C12CCN(CC1)CC2)NC2=CC=C1C(=N2)CNC1=O (S)-2-((4-((1-(4-fluorophenyl)-2-hydroxyethyl)amino)-5-(3-(quinuclidin-4-yl)-1,2,4-oxadiazol-5-yl)pyridin-2-yl)amino)-6,7-dihydro-5H-pyrrolo[3,4-b]pyridin-5-one